BrC=1C=C(C=CC1F)NC(=NO)C1=NON=C1NCCC1=NOC(N1)=C=O N-(3-bromo-4-fluorophenyl)-N'-hydroxy-4-((2-(5-carbonyl-4,5-dihydro-1,2,4-oxadiazol-3-yl)ethyl)amino)-1,2,5-oxadiazol-3-carboxamidine